CC=1N=CSC1CCOC(C)=O 4-methyl-5-(beta-acetoxyethyl)-thiazole